CC(CCOC1=CC=C(C=C1)C1=NC=C(C(=N1)C)C(=O)O)(C)C 2-(4-(3,3-dimethylbutoxy)phenyl)-4-methylpyrimidine-5-carboxylic acid